COC1=C(C=C(C=N1)NC(O[C@H](C)[C@H](C)OC1=CC2=C(N=C(S2)C2=C3N=CC(=NC3=CC(=C2)C)OC)C=C1F)=O)C (2R,3S)-3-((5-fluoro-2-(2-methoxy-7-methylquinoxalin-5-yl)benzo[d]thiazol-6-yl)oxy)butan-2-yl (6-methoxy-5-methylpyridin-3-yl)carbamate